ClC=1C=C(C=CC1F)[C@H](NC(=O)[C@H]1NC(NC1)=O)C=1C=CC2=C(N=C(S2)C)C1 (S)-N-((R)-(3-chloro-4-fluorophenyl)(2-methylbenzo[d]thiazol-5-yl)methyl)-2-oxoimidazolidine-4-carboxamide